tert-butyl N-{2-[(2-methoxyethyl)(2-phenylethyl)amino]ethyl}carbamate COCCN(CCNC(OC(C)(C)C)=O)CCC1=CC=CC=C1